N12CCCCCC2=NCCC1.O=C1C2=CC=CC=C2OC=2C=CC(=CC12)C(C(=O)O)CO 2-(9-oxo-xanthen-2-yl)-3-hydroxypropionic acid 1,8-diazabicyclo[5.4.0]undec-7-ene salt